trifluorodichloroethane FC(C(Cl)Cl)(F)F